C(C1=CC=CC=C1)(=O)OC(COCCC)C 1-propoxy-2-propyl benzoate